Methyl-16-[[(4R,6R)-6-(6-aminopurin-9-yl)-7-[tert-butyl(dimethyl)silyl]oxy-2,5-dioxabicyclo[2.2.1]heptan-4-yl]methoxy-hexyl-amino]hexadecanoate COC(CCCCCCCCCCCCCCCN(CCCCCC)OC[C@@]12COC([C@@H](O1)N1C3=NC=NC(=C3N=C1)N)C2O[Si](C)(C)C(C)(C)C)=O